3-(4-Chloro-3,5-dimethyl-pyrazol-1-yl)-N-(2-isopropyl-1,3-benzoxazol-5-yl)benzamide ClC=1C(=NN(C1C)C=1C=C(C(=O)NC=2C=CC3=C(N=C(O3)C(C)C)C2)C=CC1)C